2-phenyl-4,5-dihydro-oxazol-4-ol C1(=CC=CC=C1)C=1OCC(N1)O